OCC[N+](CC(COCCCCCCCCCCCC)O)(CCO)C N,N-bis(2-hydroxyethyl)-N-(3-dodecyloxy-2-hydroxypropyl)methylammonium